2-methylimidazo[2,1-b][1,3,4]thiadiazole CC1=NN2C(S1)=NC=C2